[C@H]12CN(C[C@H](CC1)N2)C=2C1=C(N=C(N2)OC[C@]23CCCN3C[C@@H](C2)F)C(=C(N=C1)C1=CC=CC2=CC=C(C(=C12)F)F)F 4-((1R,5S)-3,8-diazabicyclo[3.2.1]octan-3-yl)-7-(7,8-difluoronaphthalen-1-yl)-8-fluoro-2-(((2R,7aS)-2-fluorotetrahydro-1H-pyrrolizin-7a(5H)-yl)methoxy)pyrido[4,3-d]pyrimidine